CCCCCC/C=C/C1CC(=O)OC1=O octenylsuccinic anhydride